tert-Butyl 3-((4-fluoro-5-((1S,3R)-2-(2-fluoro-2-methylpropyl)-3-methyl-2,3,4,9-tetrahydro-1H-pyrido[3,4-b]indol-1-yl)thiophen-2-yl)methyl)azetidine-1-carboxylate FC=1C=C(SC1[C@H]1N([C@@H](CC2=C1NC1=CC=CC=C21)C)CC(C)(C)F)CC2CN(C2)C(=O)OC(C)(C)C